3-(4-((1s,4s)-4-(4-(4-(3-amino-6-(3-chloro-2-hydroxyphenyl)pyridazin-4-yl)-1H-pyrazol-1-yl)piperidin-1-yl)cyclohexyl)indolin-1-yl)piperidine-2,6-dione NC=1N=NC(=CC1C=1C=NN(C1)C1CCN(CC1)C1CCC(CC1)C1=C2CCN(C2=CC=C1)C1C(NC(CC1)=O)=O)C1=C(C(=CC=C1)Cl)O